C(C\C=C\CCCCCCCC\C=C/CCCC)=O (E,Z)-3,13-Octadecadienal